CN1N=CC(=C1)C#CC1=CC=C2C=3C(=C(N(C(C13)=O)C1=CC=CC=C1)[C@@H](C)NC(=O)C=1C(=NN3C1N=CC=C3)NS(N)(=O)=O)CCC2 (R)-N-(1-(9-((1-methyl-1H-pyrazol-4-yl)ethynyl)-1-oxo-2-phenyl-2,4,5,6-tetrahydro-1H-benzo[de]isoquinolin-3-yl)ethyl)-2-(sulfamoylamino)pyrazolo[1,5-a]pyrimidine-3-carboxamide